FC1=C(N=CC2=C1N=C(N=C2N2CC1(C(NC(N1)=O)=O)CCC2)OCC21CCCN1CCC2)C2=C1C=NN(C1=CC1=C2C=CC=C1)C1OCCCC1 7-(8-fluoro-2-((hexahydro-1H-pyrrolizin-7a-yl)methoxy)-7-(1-(tetrahydro-2H-pyran-2-yl)-1H-benzo[f]indazol-4-yl)pyrido[4,3-d]pyrimidin-4-yl)-1,3,7-triazaspiro[4.5]decane-2,4-dione